BrC=1C(N(C(=CC1OCC1=C(C=C(C=C1)F)F)C)C=1C=C(C(=O)O)C=CC1)=O 3-[3-bromo-4-[(2,4-difluorobenzyl)oxy]-6-methyl-2-oxopyridin-1(2H)-yl]benzoic acid